C(C1=CC=CC=C1)OC1=C(C(=NC=C1)Cl)C(C=C)=O 1-[4-(benzyloxy)-2-chloropyridin-3-yl]prop-2-en-1-one